OCC1(CCC1)C#CC1=CC=C(C(=O)OC)C=C1 Methyl 4-[2-[1-(hydroxymethyl)cyclobutyl]ethynyl]benzoate